methyl 7-(4-fluoro-3-methoxyphenyl)pyrazolo[1,5-a]pyrimidine-2-carboxylate FC1=C(C=C(C=C1)C1=CC=NC=2N1N=C(C2)C(=O)OC)OC